NC=1C=C(C(C(=O)O)=CC1)O 4-Aminosalicylic acid